N'-methylene-pyrido[3,4-b]indole-1-formhydrazide C=NNC(=O)C1=NC=CC2=C1NC1=CC=CC=C21